2-amino-6-(5-methyl-4-prop-2-enoyl-2,3-dihydroquinoxalin-1-yl)-8-[4-(oxetan-3-yloxy)phenyl]pyrido[2,3-d]pyrimidin-7-one NC=1N=CC2=C(N1)N(C(C(=C2)N2CCN(C1=C(C=CC=C21)C)C(C=C)=O)=O)C2=CC=C(C=C2)OC2COC2